1-(2-iodophenyl)-3-methyl-(S,S)-1,2-butanediol IC1=C(C=CC=C1)[C@@H]([C@H](C(C)C)O)O